C(CC)N(C(SCC)=O)CCC S-ethyl N,N-dipropylcarbamothioate